5-[(1S,2S)-2-{[3-chloro-4-(furan-2-yl)phenyl]carbonyl}cyclopropyl]-2H-1,2,3,4-tetrazole ClC=1C=C(C=CC1C=1OC=CC1)C(=O)[C@@H]1[C@H](C1)C=1N=NNN1